FC(OC=1C=CC(=NC1)C=1N(C(=NN1)C1CC(C1)NC(=O)C1=CC=NC2=CC(=CN=C12)F)C1=C(C=CC=C1)F)F N-((1S,3r)-3-(5-(5-(difluoromethoxy)pyridin-2-yl)-4-(2-fluorophenyl)-4H-1,2,4-triazol-3-yl)cyclobutyl)-7-fluoro-1,5-naphthyridine-4-carboxamide